(4-amino-3-methoxyphenyl)(4-aminopiperidin-1-yl)methanone NC1=C(C=C(C=C1)C(=O)N1CCC(CC1)N)OC